2-ethoxybenzonitrile C(C)OC1=C(C#N)C=CC=C1